(R)-N-(4-(4-amino-1-methyl-7-(1-(tetrahydro-2H-pyran-4-yl)-1H-pyrazol-4-yl)-1H-pyrazolo[4,3-c]pyridin-3-yl)-2-(1-(4-fluorophenyl)-2-methoxyethoxy)phenyl)-1,1-difluoromethanesulfonamide NC1=NC=C(C2=C1C(=NN2C)C2=CC(=C(C=C2)NS(=O)(=O)C(F)F)O[C@@H](COC)C2=CC=C(C=C2)F)C=2C=NN(C2)C2CCOCC2